(2R,4R)-4-methoxypyrrolidine-2-carboxylic acid methyl ester hydrochloride Cl.COC(=O)[C@@H]1NC[C@@H](C1)OC